C(C)(C)(C)OC(=O)N1CCS(CC1)(=NC(=O)OCC1=CC=CC=C1)=O 1-(((benzyloxy)carbonyl)imino)-1λ6-thiomorpholine-4-carboxylic acid tert-butyl ester 1-oxide